oxetan-3-yl 1-{3-[(6-{[6-(5-chloro-2-fluorophenyl)-3-(hydroxymethyl)pyridazin-4-yl]amino}pyrimidin-4-yl)carbamoyl]cyclobutyl}piperidine-4-carboxylate ClC=1C=CC(=C(C1)C1=CC(=C(N=N1)CO)NC1=CC(=NC=N1)NC(=O)C1CC(C1)N1CCC(CC1)C(=O)OC1COC1)F